FC=1C=C2C(C(=CN(C2=CC1N1[C@H](CCC1)COC1=NC=CC=C1C)C1=C(C=C(C=C1)CO)F)C(=O)O)=O (R)-6-fluoro-1-(2-fluoro-4-(hydroxy-methyl)phenyl)-7-(2-(((3-methylpyridin-2-yl)oxy)methyl)pyrrolidin-1-yl)-4-oxo-1,4-dihydro-quinoline-3-carboxylic acid